(1r,4r)-4-aminocyclohexanecarboxylic acid C1CC(CCC1C(=O)O)N